ONC(C1=CC=CC(=C1)C)=O N-hydroxy-5-methylbenzamide